BrC=1C=2N(C=C(C1)C(C)F)C=C(N2)C(=O)OCC ethyl 8-bromo-6-(1-fluoroethyl)imidazo[1,2-a]pyridine-2-carboxylate